ClC=1C=C(C=CC1)CC(OC(=O)NC(C(=O)NC(C(S(=O)(=O)O)O)CC1C(NCC1)=O)CC1CCCCC1)C1=CC=CC=C1 2-(2-(((2-(3-chlorophenyl)-1-phenylethoxy)carbonyl)amino)-3-cyclohexylpropanamido)-1-hydroxy-3-(2-oxopyrrolidin-3-yl)propane-1-sulfonic acid